8-(2,4-difluorophenyl)-5-(4-(trifluoromethyl)benzyl)-2,5,8-triazaspiro[3.5]nonane-6,9-dione 2,2,2-trifluoroacetate FC(C(=O)O)(F)F.FC1=C(C=CC(=C1)F)N1CC(N(C2(CNC2)C1=O)CC1=CC=C(C=C1)C(F)(F)F)=O